5-chloro-2-((2-cyanoethyl)sulfonamido)-N-(3-(trifluoromethyl)bicyclo[1.1.1]pentan-1-yl)benzamide ClC=1C=CC(=C(C(=O)NC23CC(C2)(C3)C(F)(F)F)C1)NS(=O)(=O)CCC#N